methyl 4-[2-[2-(2-hydroxyethoxy)ethoxy]ethoxy]benzoate OCCOCCOCCOC1=CC=C(C(=O)OC)C=C1